CC(C)(C(C)(C1=CC=CC=C1)C)NC(=O)C=1C=C2C(=NC1C)N(C=C2)C N-(2,3-dimethyl-3-phenylbutan-2-yl)-1,6-dimethyl-1H-pyrrolo[2,3-b]pyridine-5-carboxamide